FC(N1N=CC(=C1C1=CC=2N(C=C1)N=C(C2)NC2=NC(=NC(=C2)C)C)O[C@@H]2CN(C[C@@H]2F)C(=O)OC(C)(C)C)F tert-butyl (3R,4S)-3-((1-(difluoromethyl)-5-(2-((2,6-dimethylpyrimidin-4-yl)amino)pyrazolo[1,5-a]pyridin-5-yl)-1H-pyrazol-4-yl)oxy)-4-fluoropyrrolidine-1-carboxylate